rac-(1r,2r,4s,5r,6s)-6-hydroxy-4-(2-methoxypyridin-4-yl)-N-(3-methyl-5-(trifluoromethyl)phenyl)-8-oxatricyclo[3.2.1.02,4]octane-2-carboxamide O[C@@H]1[C@H]2[C@@]3(C[C@@]3([C@@H](C1)O2)C(=O)NC2=CC(=CC(=C2)C(F)(F)F)C)C2=CC(=NC=C2)OC |r|